NCC=1C=C(C=CC1)C1CCN(CC1)C(=O)C=1NC2=CC=C(C=C2C1)O (4-(3-(aminomethyl)phenyl)piperidin-1-yl)(5-hydroxy-1H-indol-2-yl)methanone